C(C)(=O)N1CCN(CC1)C1=C(C=C(C(=C1)OC)NC1=NC=NC(=C1)N1OCC[C@@H]1C=1C=C(C=CC1)C1=CC(=CC(=C1)F)F)NC(C=C)=O (R)-N-(2-(4-acetylpiperazin-1-yl)-5-((6-(3-(3',5'-difluoro-[1,1'-biphenyl]-3-yl)isoxazolidin-2-yl)pyrimidin-4-yl)amino)-4-methoxyphenyl)acrylamide